COC(C(C)C1=CC=C(C=C1)O)=O para-hydroxyphenylpropionic acid methyl ester